hexahydro-1H-spiro[naphthalene-2,4'-pyran]-1-one O1CCC2(CC1)C(C1=CC=CC=C1CC2)=O